L-valinic acid N[C@@H](C(C)C)C(=O)O